BrC(C(=O)OCC)(F)F ethyl α-bromo-difluoroacetate